CC1=CC=C(C=C1)S(=O)(=O)OC1C(C(C2COC1O2)[2H])O 3-hydroxy-6,8-dioxabicyclo[3.2.1]octan-4-yl-2-d 4-methylbenzenesulfonate